4-ethyl-8-methoxy-6,8,10,12,12-pentamethyl-1-oxa-4-azacyclotridecane-11,13-dione C(C)N1CCOC(C(C(C(CC(CC(C1)C)(C)OC)C)=O)(C)C)=O